6-(3-([1,1'-biphenyl]-4-yl)acryloyl)-7-phenyl-4-oxa-6-azaspiro[2.4]heptan-5-one C1(=CC=C(C=C1)C=CC(=O)N1C(OC2(CC2)C1C1=CC=CC=C1)=O)C1=CC=CC=C1